4-{2-[4-(2,3-dichlorophenyl)-piperazin-1-yl]-ethyl}-N,N-dimethylcarbamoyl-cyclohexylamine ClC1=C(C=CC=C1Cl)N1CCN(CC1)CCC1CCC(CC1)(N(C)C)C(N)=O